5-(1-aminocyclopropyl)thiophene-3-carboxamidine NC1(CC1)C1=CC(=CS1)C(=N)N